methyl 3-(9-((4-(aminomethyl)-2,6-dimethylphenyl)carbamoyl)-4,5-dihydrobenzo[b]thieno[2,3-d]oxepin-8-yl)-6-((1-cyanocyclohexyl)carbamoyl)picolinate NCC1=CC(=C(C(=C1)C)NC(=O)C1=CC2=C(OCCC3=C2SC=C3)C=C1C=1C(=NC(=CC1)C(NC1(CCCCC1)C#N)=O)C(=O)OC)C